ClC1=NC(=CC(=C1C(=O)NC=1SC=2N=C(N=C(C2N1)C)N1CCC(CC1)O)C1=CC=NC=C1OC)C chloro-N-[5-(4-hydroxypiperidin-1-yl)-7-methyl-[1,3]thiazolo[5,4-d]pyrimidin-2-yl]-5'-methoxy-6-methyl-[4,4'-bipyridine]-3-carboxamide